5-bromo-2-{3-[1-(2,6-dichloro-3-fluorophenyl)phenethyloxy]phenyl}pyrimidine BrC=1C=NC(=NC1)C1=CC(=CC=C1)OCCC1(CC=CC=C1)C1=C(C(=CC=C1Cl)F)Cl